FC(S(=O)(=O)OC1=NC(=C(C2=C1C=CS2)C2=C(C=C(C=C2OCCOC)F)F)C2=NN1C(CN[C@@H]([C@@H]1C)C)=C2)(F)F [7-[2,4-difluoro-6-(2-methoxyethoxy)phenyl]-6-[(6R,7S)-6,7-dimethyl-4,5,6,7-tetrahydropyrazolo[1,5-a]pyrazin-2-yl] thieno[3,2-c]pyridin-4-yl] trifluoromethanesulfonate